N-(2-bromo-6-carbamoyl-4-chloro-phenyl)-2-(3-chloro-2-pyridyl)-5-[[4-(trifluoromethyl)triazol-1-yl]methyl]pyrazole-3-carboxamide BrC1=C(C(=CC(=C1)Cl)C(N)=O)NC(=O)C=1N(N=C(C1)CN1N=NC(=C1)C(F)(F)F)C1=NC=CC=C1Cl